NC1=NC=CC=C1C1=NC=2C(=NC(=CC2)C2=CC=CC=C2)N1C=1C=CC(=NC1C)NC(=O)C1CC(CC1)C(C(=O)O)C 2-[3-[[5-[2-(2-amino-3-pyridyl)-5-phenyl-imidazo[4,5-b]pyridin-3-yl]-6-methyl-2-pyridyl]carbamoyl]cyclopentyl]propanoic acid